3-(4-i-butylphenyl)-propanal C(C(C)C)C1=CC=C(C=C1)CCC=O